S1C(=NC2=C1C=CC=C2)NC2=C(C1=C(N=N2)N(CC1)C=1SC(=C(N1)C(=O)O)CCCOC1=C(C=C(C=C1)C#CCN(C)C)F)C 2-{3-[(1,3-Benzothiazol-2-yl)amino]-4-methyl-5H,6H,7H-pyrrolo[2,3-c]pyridazin-7-yl}-5-(3-{4-[3-(dimethylamino)prop-1-yn-1-yl]-2-fluorophenoxy}propyl)-1,3-thiazole-4-carboxylic acid